ClC=1C(=C(C=CC1F)N(C(=O)Cl)C)F (3-chloro-2,4-difluorophenyl)(methyl)carbamic chloride